O.CC1=CC=C(C=C1)S(=O)(=O)O p-Toluene-sulfonic acid monohydrate